tert-Butyl N-[6-benzyloxy-13-hydroxy-6,13,15-tris(trifluoromethyl)-19-oxa-3,4,18-triazatricyclo[12.3.1.12,5]nonadeca-1(17),2,4,9,14(18),15-hexaen-17-yl]carbamate C(C1=CC=CC=C1)OC1(C2=NN=C(C3=C(C=C(C(C(CCC=CCC1)(C(F)(F)F)O)=N3)C(F)(F)F)NC(OC(C)(C)C)=O)O2)C(F)(F)F